[13C]([13CH2][13CH3])(=O)[O-] [13C3]propionate